C1(=CC=CC=C1)C1CN(C1)C=1C(=NC=CN1)N1CCN(CC1)C(C=C)=O 1-(4-(3-(3-phenyl-azetidin-1-yl)pyrazin-2-yl)piperazin-1-yl)prop-2-en-1-one